C(C)(C)(C)OOC(C)(C)C(CCC(=O)O)(C)C(C)(C)OOC(C)(C)C 4,4-bis(tert-butylperoxyisopropyl)pentanoic acid